COC1=C(C=CC(=C1)OC)C=1N=C(SC1)[C@H](CC1=CC=C(C=C1)NS(=O)(=O)O)NC(C(C)(C)C)=O 4-((S)-2-(4-(2,4-dimethoxyphenyl)thiazol-2-yl)-2-pivaloylaminoethyl)phenylaminosulfonic acid